Racemic-tert-butyl 4-((7-(3-hydroxy-4-(methoxycarbonyl)phenyl)-4-methyl-1,4-diazepan-1-yl)methyl)-5-methoxy-7-methyl-1H-indole-1-carboxylate OC=1C=C(C=CC1C(=O)OC)[C@H]1CCN(CCN1CC1=C2C=CN(C2=C(C=C1OC)C)C(=O)OC(C)(C)C)C |r|